NC1=C(C=C(C=C1)NC(=O)C1=NC=C(N=C1)C)F N-(4-amino-3-fluorophenyl)-5-methylpyrazine-2-carboxamide